10-(6-(3-Methoxyphenyl)pyridazin-3-yl)-9,9-dimethyl-9,10-dihydroacridine COC=1C=C(C=CC1)C1=CC=C(N=N1)N1C=2C=CC=CC2C(C2=CC=CC=C12)(C)C